(S)-4-((3-(4-((1-(2-hydroxy-3-methoxypropyl)piperidin-4-yl)amino)-1-(2,2,2-trifluoroethyl)-1H-indol-2-yl)prop-2-yn-1-yl)amino)-3-methoxy-N-methylbenzamide O[C@@H](CN1CCC(CC1)NC1=C2C=C(N(C2=CC=C1)CC(F)(F)F)C#CCNC1=C(C=C(C(=O)NC)C=C1)OC)COC